N-(3-(4-(4-((2-methoxyethyl)amino)piperidin-1-yl)benzamido)phenyl)-4-(pyrimidin-2-yl)piperazine-1-carboxamide COCCNC1CCN(CC1)C1=CC=C(C(=O)NC=2C=C(C=CC2)NC(=O)N2CCN(CC2)C2=NC=CC=N2)C=C1